N1(C(=S)NC(=S)C=C1)CC(=O)O 2,4-dithiouracil-1-acetic acid